(R)-1-(4'H,6'H-spiro[cyclopropane-1,7'-thieno[3,2-c]pyran]-4'-yl)-N-methyl-methylamine sulfate S(=O)(=O)(O)O.S1C=CC=2[C@@H](OCC3(C21)CC3)CNC